C(CCCCCCCCCC=CCCCCCCCC)(=O)OCCCCCCCCCCCCCCCCCCCCCCCCCC hexacosyl eicosa-11-enoate